O=C1NC(CCC1N1C(OC2=C1C=CC=C2)=O)=O 3-(2,6-dioxo-3-piperidyl)-2-oxo-1,3-benzoxazol